6-iodo-1-((2-(trimethylsilyl)ethoxy)methyl)-1H-indazole IC1=CC=C2C=NN(C2=C1)COCC[Si](C)(C)C